tert-Butyl 3-[hydroxy(phenyl)(4-(trifluoromethyl)phenyl)methyl]azetidine-1-carboxylate OC(C1CN(C1)C(=O)OC(C)(C)C)(C1=CC=C(C=C1)C(F)(F)F)C1=CC=CC=C1